C(C)C1=C(C=CC(=C1)N1CCN(CC1)C)NC1=NC=C(C(=N1)NCCCN1CCN(CCC1=O)C)C#N 2-((2-ethyl-4-(4-methylpiperazin-1-yl)phenyl)amino)-4-((3-(4-methyl-7-oxo-1,4-diazepan-1-yl)propyl)amino)pyrimidine-5-carbonitrile